di(3-vinyl-benzyl)methylchlorosilane C(=C)C=1C=C(C[Si](Cl)(C)CC2=CC(=CC=C2)C=C)C=CC1